CC1=NC=CC(=C1)C1=CC=2C=NC(=CC2N1)NC(O[C@@H]1COCC1)=O (S)-tetrahydrofuran-3-yl 2-(2-methylpyridin-4-yl)-1H-pyrrolo[3,2-c]pyridin-6-ylcarbamate